COC([C@@H](NC(CCCC)=O)C(C)C)=O valeryl-L-valine methyl ester